C(#N)C1=C2C(C(=NN(C2=CC=C1)C1=CC=C(C=C1)OC(F)(F)F)C(=O)OC)=O methyl 5-cyano-4-oxo-1-[4-(trifluoromethoxy)phenyl]cinnoline-3-carboxylate